C(C)(C)(C)OC(=O)N1C=C(C2=NC(=CC=C21)C2=CC(CC2)=O)C(C)C 3-isopropyl-5-(3-oxocyclopent-1-en-1-yl)-1H-pyrrolo[3,2-b]pyridine-1-carboxylic acid tert-butyl ester